(2S)-butane-1,2-diol C([C@H](CC)O)O